ClC1=NC(=NC(=N1)C1=CC=C(C=C1)C1=CC=CC=C1)C1=CC=CC=C1 2-chloro-4-(biphen-4-yl)-6-phenyl-1,3,5-triazine